1-[6-[(1R)-1-hydroxyethyl]-2-[(6-piperazin-1-ylpyridazin-3-yl)amino]pyrido[3,4-d]pyrimidin-8-yl]piperidine-2-carboxylic acid O[C@H](C)C1=CC2=C(N=C(N=C2)NC=2N=NC(=CC2)N2CCNCC2)C(=N1)N1C(CCCC1)C(=O)O